3-[4-[4-[2-(1-amino-4-piperidyl)ethyl]piperazin-1-yl]-2,5-difluoro-phenyl]piperidine-2,6-dione NN1CCC(CC1)CCN1CCN(CC1)C1=CC(=C(C=C1F)C1C(NC(CC1)=O)=O)F